(S)-2-(4-(7-(8-chloro-7-fluoronaphthalen-1-yl)-2-(2-(1-methyl-1H-imidazol-2-yl)ethoxy)-5,6,7,8-tetrahydropyrido[3,4-d]pyrimidin-4-yl)-1-(2-fluoroacryloyl)piperazin-2-yl)acetonitrile ClC=1C(=CC=C2C=CC=C(C12)N1CC=2N=C(N=C(C2CC1)N1C[C@@H](N(CC1)C(C(=C)F)=O)CC#N)OCCC=1N(C=CN1)C)F